OC1=CC=2CN(CCC2S1)C(C(=O)C1CC1)C1=C(C=CC=C1)F 2-[2-(hydroxy)-6,7-dihydrothieno[3,2-c]pyridin-5(4H)-yl]-1-cyclopropyl-2-(2-fluorophenyl)ethanone